N-(bis(2-(trifluoromethoxy)phenyl)phosphaneyl)-N-phenyl-1,1-bis(4-(tributylsilyl)phenyl)phosphanamine FC(OC1=C(C=CC=C1)P(N(P(C1=CC=C(C=C1)[Si](CCCC)(CCCC)CCCC)C1=CC=C(C=C1)[Si](CCCC)(CCCC)CCCC)C1=CC=CC=C1)C1=C(C=CC=C1)OC(F)(F)F)(F)F